(P)-7-fluoro-1-(5-fluoro-2-methoxy-4-(5,8-dioxaspiro[3.4]oct-2-yl)phenyl)-N-(isoxazol-3-yl)-N-(4-methoxybenzyl)-2-oxo-1,2-dihydroquinoline-6-sulfonamide FC1=C(C=C2C=CC(N(C2=C1)C1=C(C=C(C(=C1)F)C1CC2(C1)OCCO2)OC)=O)S(=O)(=O)N(CC2=CC=C(C=C2)OC)C2=NOC=C2